NC[C@](C(F)(F)F)(O)C |r| racemic-3-amino-1,1,1-trifluoro-2-methyl-propan-2-ol